BrC=1C=C(C=C(C1)Br)CN (3,5-dibromophenyl)methylamine